[Na].[C@@H]1([C@H](O)[C@H](O)[C@@H](CO)O1)N1C=NC=2C(N)=NC=NC12 adenosine, monosodium salt